N(=C=O)C1CCC(CC1)C(CCCCC)C1CCC(CC1)N=C=O bis(4-isocyanatocyclohexyl)-hexane